N-(4-(4-amino-1-isopropyl-7-(4(S)-(oxetan-3-ylamino)cyclohex-1-en-1-yl)-1H-pyrazolo[4,3-c]pyridin-3-yl)-2-fluorophenyl)-2-fluorobenzenesulfonamide NC1=NC=C(C2=C1C(=NN2C(C)C)C2=CC(=C(C=C2)NS(=O)(=O)C2=C(C=CC=C2)F)F)C2=CC[C@H](CC2)NC2COC2